S(SSSC)#N tetrathiavaleronitrile